N1CC(C1)C=1N(C2=NC(=NC=C2N1)C1=C(C=CC=C1)C(C)C)CC1=CC=C(C=C1)N1N=CC=C1 8-(azetidin-3-yl)-2-[2-(propan-2-yl)phenyl]-9-[[4-(1H-pyrazol-1-yl)phenyl]methyl]-9H-purine